6-(3-hydroxy-3-methylcyclobutyl)-2-methylpyrido[4,3-d]pyrimidin-7(6H)-one OC1(CC(C1)N1C=C2C(N=C(N=C2)C)=CC1=O)C